methyl 3-chloro-2-methylquinoxaline-6-carboxylate ClC=1C(=NC2=CC=C(C=C2N1)C(=O)OC)C